6-(2-amino-3-fluoropropyl)-2-chloro-7-methyl-N-(thiophen-2-ylmethyl)pyrrolo[1,2-b]pyridazin-4-amine NC(CC=1C=C2N(N=C(C=C2NCC=2SC=CC2)Cl)C1C)CF